oleic acid glycerate C(C(O)CO)(=O)O.C(CCCCCCC\C=C/CCCCCCCC)(=O)O